CC1(N(C(CC(C1)NCCCCCCNC1CC(N(C(C1)(C)C)OCCC)(C)C)(C)C)OCCC)C N,N'-bis-(2,2,6,6-tetramethyl-1-propoxy-piperidin-4-yl)-hexane-1,6-diamine